di(5-hexenoyloxy) ether C(CCCC=C)(=O)OOOC(CCCC=C)=O